Methyl (2S)-2-[[(2R)-2-(tert-butoxycarbonylamino)propyl]amino]hexanoate C(C)(C)(C)OC(=O)N[C@@H](CN[C@H](C(=O)OC)CCCC)C